2-butylsulfanyl-N-heptyl-4-methylthiazolium C(CCC)SC=1SC=C([N+]1CCCCCCC)C